C(C(C)C)(=O)OC[C@]1(O[C@H]([C@@H]([C@@H]1O)O)C1=CC=C2C(=NC=NN21)N)C#N ((2R,3S,4R,5S)-5-(4-aminopyrrolo[2,1-f][1,2,4]triazin-7-yl)-2-cyano-3,4-dihydroxytetrahydrofuran-2-yl)methyl isobutyrate